1-(1-(6-bromoimidazo[1,2-a]pyridin-3-yl)-2-cyclopropylethyl)-1H-pyrazol-4-amine BrC=1C=CC=2N(C1)C(=CN2)C(CC2CC2)N2N=CC(=C2)N